4-((3-chloro-1,4-dioxo-1,4-dihydronaphthalen-2-ylamino)methyl)-N-(1H-indol-5-yl)benzamide ClC1=C(C(C2=CC=CC=C2C1=O)=O)NCC1=CC=C(C(=O)NC=2C=C3C=CNC3=CC2)C=C1